N-(5-(4-((1-acryloylpyrrolidin-3-yl)amino)quinazolin-6-yl)-2-methoxypyridin-3-yl)-2,4-difluorobenzenesulfonamide C(C=C)(=O)N1CC(CC1)NC1=NC=NC2=CC=C(C=C12)C=1C=C(C(=NC1)OC)NS(=O)(=O)C1=C(C=C(C=C1)F)F